The molecule is a member of the class of benzofurans that is dibenzo[b,d]furan-3,7-dione bearing two methyl substituents at positions 1 and 9 as well as two 2,4-dihydroxy-6-methylanilino substituents at positions 2 and 8. It is a member of dibenzofurans, a polyphenol, a member of resorcinols, a secondary amino compound and a member of quinomethanes. CC1=CC(=CC(=C1NC2=C(C3=C(C=C2O)OC4=CC(=O)C(=NC5=C(C=C(C=C5C)O)O)C(=C43)C)C)O)O